F[C@@H]1[C@@H](CN(CC1)CC=1C=C(C=2N(C1)C=CN2)C(=O)N)C 6-(((3R,4S)-4-fluoro-3-methylpiperidin-1-yl)methyl)imidazo[1,2-a]pyridine-8-carboxamide